C1(CC1)N1C(C(=CC=C1)C(=O)NC=1C(=C(C=2N(C1)C=C(N2)C2CCOCC2)F)OCC)=O 1-cyclopropyl-N-(7-ethoxy-8-fluoro-2-(tetrahydro-2H-pyran-4-yl)imidazo[1,2-a]pyridin-6-yl)-2-oxo-1,2-dihydropyridine-3-carboxamide